COC1=CC=C(C=C1)C1C(C2CCC(C1)N2C(=O)OC(C)(C)C)COC=2C=C1C(NCC1=CC2)=O (+/-)-endo-trans-tert-Butyl 3-(4-Methoxyphenyl)-2-{[(3-oxoisoindolin-5-yl)oxy]methyl}-8-azabicyclo[3.2.1]octane-8-carboxylate